C(CC)NC1=NC(=NC(=N1)NCCC)N(OCC)C N-(4,6-Bis-propylamino-[1,3,5]triazin-2-yl)-O-ethyl-N-methyl-hydroxylamine